4-bromo-1-(2-((tert-butyldimethylsilyl)oxy)ethyl)-1H-pyrazole-5-Carboxaldehyde BrC=1C=NN(C1C=O)CCO[Si](C)(C)C(C)(C)C